(4-chlorophenyl)-6-(2-methylpyrrolidin-1-yl)-2-(pyridin-3-yl)pyrimidine ClC1=CC=C(C=C1)C1=NC(=NC(=C1)N1C(CCC1)C)C=1C=NC=CC1